4,5-di(diisopropylphosphinomethyl)acridine C(C)(C)P(C(C)C)CC1=CC=CC2=CC3=CC=CC(=C3N=C12)CP(C(C)C)C(C)C